4-((4-((6-(2-hydroxypropan-2-yl)pyridin-2-yl)amino)-5-methylthieno[2,3-d]pyrimidine-2-yl)amino)-2-methoxy-N-(1-methylpiperidin-4-yl)benzamide OC(C)(C)C1=CC=CC(=N1)NC=1C2=C(N=C(N1)NC1=CC(=C(C(=O)NC3CCN(CC3)C)C=C1)OC)SC=C2C